1-(2-chloroacetyl)-5-fluoroazepan-4-one ClCC(=O)N1CCC(C(CC1)F)=O